9-Methyl-carbazole CN1C2=CC=CC=C2C=2C=CC=CC12